4-(3-(5-fluoro-2-(piperidin-4-ylamino)pyrimidin-4-yl)phenyl)morpholin-3-one FC=1C(=NC(=NC1)NC1CCNCC1)C=1C=C(C=CC1)N1C(COCC1)=O